C(C)(C)(C)OC(=O)N1C(C(N(CC1)CCOC)=O)C1=C(C=CC=C1)C(C)C.CC(CC(NC(=N)N)(C)C)([Si](O[Si](C)(C)C)(O[Si](C)(C)C)O[Si](C)(C)C)C tetramethylguanidinopropyltris(trimethylsiloxy)silane tert-butyl-2-(2-isopropylphenyl)-4-(2-methoxyethyl)-3-oxopiperazine-1-carboxylate